O=C1NCCNC1 oxo-piperazin